CC1N(CCN(C1)C(C(C)(C)C)=O)C dimethyl-4-pivaloylpiperazin